N-[4-amino-1-(2-trimethylsilylethoxymethyl)pyrazolo[4,3-c]pyridin-7-yl]-2-oxo-2-[(2R,5S)-5-methyl-2-(1-methylindazol-5-yl)-1-piperidyl]acetamide NC1=NC=C(C2=C1C=NN2COCC[Si](C)(C)C)NC(C(N2[C@H](CC[C@@H](C2)C)C=2C=C1C=NN(C1=CC2)C)=O)=O